2-(difluoromethoxy)-6-fluoro-4-isobutyl-benzonitrile FC(OC1=C(C#N)C(=CC(=C1)CC(C)C)F)F